2',3,5-trihydroxy-4-methoxybibenzyl OC1=C(CCC2=CC(=C(C(=C2)O)OC)O)C=CC=C1